C1=C(C=CC2=CC(=CC=C12)B1OC(C(O1)(C)C)(C)C)C1=CC=C(C2=CC=CC=C12)C1=CC2=CC=CC=C2C=C1 2-([2,1':4',2''-ternaphthalen]-6-yl)-4,4,5,5-tetramethyl-1,3,2-dioxaborolane